C(CCCCCCC)OC(CCC(=O)OCC(COC(CCCCCCC\C=C/C\C=C/CCCCC)=O)COC(=O)OCCCN1CCCC1)OCCCCCCCC (9Z,12Z)-3-((4,4-bis(octyloxy)butanoyl)oxy)-2-((((3-(pyrrolidin-1-yl)propoxy)carbonyl)oxy)methyl)propyloctadeca-9,12-dienoate